1-(2-methyl-6-(methylthio)pyridin-3-yl)-N-((5-phenyl-1,3,4-thiadiazol-2-yl)methyl)-1H-1,2,3-triazole-4-carboxamide CC1=NC(=CC=C1N1N=NC(=C1)C(=O)NCC=1SC(=NN1)C1=CC=CC=C1)SC